tert-Butyl ((1S,3S)-3-((6-ethylidene-6,7-dihydrospiro[cyclopenta[d]pyrazolo[1,5-a]pyrimidine-5,1'-Cyclopentane]-8-yl)amino)cyclopentyl)carbamate C(C)=C1CC=2C(=NC=3N(C2N[C@@H]2C[C@H](CC2)NC(OC(C)(C)C)=O)N=CC3)C13CCCC3